methyl-N-[(2R)-2-aminopropyl]-2-bromo-5-fluoro-3-nitrobenzamide CC1=C(C(=C(C(=O)NC[C@@H](C)N)C=C1F)Br)[N+](=O)[O-]